C12(CC3CC(CC(C1)C3)C2)NS(=O)(=O)C2=CC=C(CCNC(C3=CC(=C(C=C3)OC)Cl)=O)C=C2 N-(4-(N-((3R,5R)-adamantan-1-yl)aminosulfonyl)phenethyl)-3-chloro-4-methoxybenzamide